4-hydroxythiomorpholine 1,1-dioxide ON1CCS(CC1)(=O)=O